2-((Ethyl-(isopropyl)amino)methyl)-4-nitrophenol C(C)N(C(C)C)CC1=C(C=CC(=C1)[N+](=O)[O-])O